C(C)(C)(C)OC(CC=1C=C(C=CC1)C[C@@H](C(=O)O)NC(=O)OC(C)(C)C)=O (S)-3-(3-(2-(tert-Butoxy)-2-oxoethyl)phenyl)-2-((tert-butoxycarbonyl)amino)propanoic acid